1-(1-acetylpiperidin-4-yl)-3-(2,3-dimethoxy-9-methyl-5,6,8,9,10,11-hexahydro-7H-5,9:7,11-dimethanobenzo[9]annulen-7-yl)urea C(C)(=O)N1CCC(CC1)NC(=O)NC12CC3C4=C(C(CC(C1)(C3)C)C2)C=C(C(=C4)OC)OC